CC1=C(C=CC=C1)S(=O)(=O)C1=C(C=CC=C1)C Bis(methylphenyl)sulfon